3-[[(1R)-1-[2-(3-Cyanophenyl)-3,6-dimethyl-4-oxo-chromen-8-yl]ethyl]amino]pyridine-2-carboxylic acid C(#N)C=1C=C(C=CC1)C=1OC2=C(C=C(C=C2C(C1C)=O)C)[C@@H](C)NC=1C(=NC=CC1)C(=O)O